O=C1NC(CCC1N1C(C2=CC=C(C=C2C1=O)/C=C/C(=O)OCC1=CC=CC=C1)=O)=O benzyl (E)-3-(2-(2,6-dioxopiperidin-3-yl)-1,3-dioxoisoindolin-5-yl)acrylate